(R)-4-(1-(7,8-dimethoxy-1H-pyrazolo[4,3-c]quinolin-1-yl)ethyl)benzenesulfonamide COC=1C(=CC=2C3=C(C=NC2C1)C=NN3[C@H](C)C3=CC=C(C=C3)S(=O)(=O)N)OC